C(C)(C)(C)OC(=O)N1C[C@@H](CCC1)N.C(C)(C)(C)N1CCC(CC1)[C@H]1[C@@H](C1)NS(=O)(=O)C1=CC=C(C=C1)OC(F)(F)F trans-tert-butyl-4-(2-((4-(trifluoromethoxy)phenyl)sulfonamido)cyclopropyl)piperidine (R)-tert-Butyl-3-aminopiperidine-1-carboxylate